BrC=1C=C(C(=C(NC[C@H]2OCC2)C1)[N+](=O)[O-])Cl (S)-5-bromo-3-chloro-2-nitro-N-(oxetan-2-ylmethyl)aniline